3a,5b,8,8,11a-pentamethyl-9-(4-nitrophenoxy)-1-(1-(4-nitrophenoxy)prop-1-en-2-yl)icosahydro-1H-cyclopenta[a]chrysene CC12C(C3CCC4C5(CCC(C(C5CCC4(C3CC1)C)(C)C)OC1=CC=C(C=C1)[N+](=O)[O-])C)C(CC2)C(=COC2=CC=C(C=C2)[N+](=O)[O-])C